ClC1=CC(=NC=C1B1OC(C(O1)(C)C)(C)C)NC(C(=C)C1CC1)=O N-(4-chloro-5-(4,4,5,5-tetramethyl-1,3,2-dioxaborolan-2-yl)pyridin-2-yl)-2-cyclopropylacrylamide